COC1=C2C=CC(=NC2=CC=C1)[C@@H]1[C@H](C1)C1=NC=CC(=N1)C |o1:12,13| 5-methoxy-2-((1S*,2S*)-2-(4-methylpyrimidin-2-yl)cyclopropyl)quinolin